7-methylbenzo[d]thiazol CC1=CC=CC=2N=CSC21